2-(((3s,5s,7s)-adamantan-1-yl)amino)-5-aminonicotinic acid tert-butyl ester C(C)(C)(C)OC(C1=C(N=CC(=C1)N)NC12CC3CC(CC(C1)C3)C2)=O